C(C)(C)[C@@H]1CC=2C=C(C(=NC2C=2N1C=C(C(C2)=O)C(=O)NS(=O)(=O)C)OC)OCCCOC (S)-6-isopropyl-2-methoxy-3-(3-methoxypropoxy)-N-(methylsulfonyl)-10-oxo-5,10-dihydro-6H-pyrido[1,2-H][1,7]Naphthyridine-9-carboxamide